CC=1N=CC2=C(N1)CN(C2C)C(=O)Cl 2,5-dimethyl-5,7-dihydro-6H-pyrrolo[3,4-d]pyrimidine-6-carbonyl chloride